2,4-dimethyl-5-(4,4,5,5-tetramethyl-1,3,2-dioxaborolan-2-yl)pyrimidine CC1=NC=C(C(=N1)C)B1OC(C(O1)(C)C)(C)C